C(C)(C)(C)[S@@](=O)\N=C\1/C=2N=C(SC2CC12CCN(CC2)C(=O)OC(C)(C)C)Cl tert-butyl (4Z)-4-[(R)-tert-butylsulfinyl]imino-2-chloro-spiro[6H-Cyclopenta[d]thiazole-5,4'-piperidine]-1'-carboxylate